cyanomethylene-(tributyl)phosphorane C(#N)C=P(CCCC)(CCCC)CCCC